3-cyclohexylpiperidine C1(CCCCC1)C1CNCCC1